(E)-5-(3,4-dichlorostyryl)-2-hydroxybenzaldehyde ClC=1C=C(/C=C/C=2C=CC(=C(C=O)C2)O)C=CC1Cl